NC12CCC(CC1)C2 z-amino-norbornane